allyloxy nonylphenoxypropoxypropyl ether sulfate S(=O)(=O)(O)O.C(CCCCCCCC)C(CCOOCC=C)OCCCOC1=CC=CC=C1